N(=[N+]=[N-])C1CC(C1)OCC1=CC=CC=C1 (3-Azidocyclobutoxy)methylbenzene